5,7-dichloro-[1,2,5]thiadiazolo[3,4-d]pyrimidine ClC=1N=C(C=2C(N1)=NSN2)Cl